C(C1=CC=CC=C1)N1C([C@](NCC1)(C)CCOC)=O (S)-1-benzyl-3-(2-methoxyethyl)-3-methylpiperazin-2-one